1,3-dimethylpyrimidine-2,4-dione CN1C(N(C(C=C1)=O)C)=O